N-((3R,5S)-1-cyano-5-methylpyrrolidin-3-yl)oxazole-2-carboxamide C(#N)N1C[C@@H](C[C@@H]1C)NC(=O)C=1OC=CN1